FC1=CC(=C(C=C1)C=1C2=C(C(=NC1C1=NN3C(CN(CC3)C(C=C)=O)=C1)C=1C=C3CCN(CC3=CC1)C(=O)OC(C)(C)C)C=CS2)OCCOC tert-butyl 6-[7-[4-fluoro-2-(2-methoxyethoxy) phenyl]-6-(5-prop-2-enoyl-6,7-dihydro-4H-pyrazolo[1,5-a]pyrazin-2-yl) thieno[3,2-c]pyridin-4-yl]-3,4-dihydro-1H-isoquinoline-2-carboxylate